1,2-bis(4-acetamidophenoxy)hexafluorocyclobutane 2,2,2-trichloroethyl-(4-methyl-3-(2-(methylthio)-6-morpholinopyrimidin-4-yl)phenyl)carbamate ClC(CN(C(O)=O)C1=CC(=C(C=C1)C)C1=NC(=NC(=C1)N1CCOCC1)SC)(Cl)Cl.C(C)(=O)NC1=CC=C(OC2(C(C(C2(F)F)(F)F)(OC2=CC=C(C=C2)NC(C)=O)F)F)C=C1